6-Bromo-8-chloro-2-methylpyrido[3,4-d]pyrimidin-4(3H)-one BrC1=CC2=C(N=C(NC2=O)C)C(=N1)Cl